FC1(CCC(CC1)C1=CC=C(C(=C1C(=O)OC(C)(C)C)COC[C@@H]1CNCC12CN(C2)C(C(C(F)(F)F)(C)C)=O)F)F tert-butyl (S)-6-(4,4-difluorocyclohexyl)-3-fluoro-2-(((2-(3,3,3-trifluoro-2,2-dimethylpropanoyl)-2,6-diazaspiro[3.4]octan-8-yl)methoxy)methyl)benzoate